Cl[C@H](C(F)(F)F)OC(F)F |r| (RS)-2-chloro-2-(difluoromethoxy)-1,1,1-trifluoroethane